BrC=1C=CC(=C(C1)P(C1=CC=CC=C1)(C1=CC=CC=C1)=O)OC1=C(C=CC=C1)P(=O)(C1=CC=CC=C1)C1=CC=CC=C1 (5-bromo-2-(2-(diphenylphosphoryl)phenoxy)phenyl)diphenylphosphine oxide